ClC=1C(=C(C(=NC1)N)[N+](=O)[O-])NC1CCN(CC1)CC1=CC(=C(C=C1)OC)F 5-chloro-N4-(1-(3-fluoro-4-methoxybenzyl)piperidin-4-yl)-3-nitropyridine-2,4-diamine